((5-hydroxypyridin-3-yl)methyl)-6-(phenylsulfonyl)phthalazin-1(2H)-one OC=1C=C(C=NC1)CN1C(C2=CC=C(C=C2C=N1)S(=O)(=O)C1=CC=CC=C1)=O